4-(2-acryloyl-2,6-diazaspiro[3.4]octan-6-yl)-6-(5-methyl-1H-indazol-4-yl)-2-(4-methyl-3-oxopiperazin-1-yl)pyrimidine-5-carbonitrile C(C=C)(=O)N1CC2(C1)CN(CC2)C2=NC(=NC(=C2C#N)C2=C1C=NNC1=CC=C2C)N2CC(N(CC2)C)=O